C(C(O)C)(=O)N[C@@H](CC(C)C)C(=O)O lactoyl-leucine